BrC=1C=C2C(=CN(C2=CC1)C(C(CO)NC(OC(C)(C)C)=O)=O)C(=CC1=C(C=CC(=C1)C#N)OC)C#N tert-butyl 1-(5-bromo-3-(1-cyano-2-(5-cyano-2-methoxyphenyl) vinyl)-1H-indol-1-yl)-3-hydroxy-1-oxopropan-2-ylcarbamate